(S)-3-amino-2-(5-methyl-1H-indazol-4-yl)-1-oxo-1,2,6,7,8,9-hexahydrobenzo[4,5]thieno[3,2-c]pyridine-4-carboxamide NC1=C(C2=C(C(N1C1=C3C=NNC3=CC=C1C)=O)C1=C(S2)CCCC1)C(=O)N